COC[C@H]1N(CCC1)C=1N(C(C=2NC(=NC2N1)C=1C=NN(C1)CC1=CC(=CC=C1)C(F)(F)F)=O)CCC 2-((S)-2-methoxymethyl-pyrrolidin-1-yl)-1-propyl-8-[1-(3-trifluoromethyl-benzyl)-1H-pyrazol-4-yl]-1,7-dihydro-purin-6-one